Methyl-1-((2-(trimethylsilyl)ethoxy)methyl)-1H-imidazole-5-carboxylate COC(=O)C1=CN=CN1COCC[Si](C)(C)C